ClC1=NN=C(C2=CC=CC=C12)C1=C(C=C(C=C1)C(F)(F)F)OCOC 1-Chloro-4-(2-(methoxymethoxy)-4-(trifluoromethyl)phenyl)phthalazine